Zirconium Hafnium Oxide [O-2].[Hf+4].[Zr+4].[O-2].[O-2].[O-2]